C(C1=CC=CC=C1)OC1=CC(=NC2=CC=NC(=C12)OCCC(C)C)C1=C(C=C(C=C1)C(C)(C)C)C 4-benzyloxy-2-(4-tert-butyl-2-methyl-phenyl)-5-isopentyloxy-1,6-naphthyridine